1-[(2,2-dimethylpropanoyl)oxy]propyl piperidine-1-carboxylate N1(CCCCC1)C(=O)OC(CC)OC(C(C)(C)C)=O